(2S,3R,4R,5S)-2-(hydroxymethyl)-1-(((S)-1-(4-(trifluoromethyl)thiazol-2-yl)piperidin-3-yl)methyl)piperidine-3,4,5-triol OC[C@@H]1N(C[C@@H]([C@H]([C@@H]1O)O)O)C[C@H]1CN(CCC1)C=1SC=C(N1)C(F)(F)F